4-bromo-2-((4-chloro-2-fluorobenzyl)oxy)thiazole BrC=1N=C(SC1)OCC1=C(C=C(C=C1)Cl)F